rac-syn-3-(1-(2-chloro-4-fluorophenethyl)-3-((dimethylamino)methyl)-4-hydroxypiperidin-4-yl)benzamide ClC1=C(CCN2CC(C(CC2)(O)C=2C=C(C(=O)N)C=CC2)CN(C)C)C=CC(=C1)F